methyl ((2-(3-chlorophenyl)-1-cyclohexyl-2,2-difluoroethoxy)carbonyl)-L-phenylalaninate ClC=1C=C(C=CC1)C(C(OC(=O)N[C@@H](CC1=CC=CC=C1)C(=O)OC)C1CCCCC1)(F)F